(S)-N-(4-cyano-7-(4-iso-propylphenyl)-2,3-dihydro-benzofuran-5-yl)oxirane-2-carboxamide C(#N)C1=C(C=C(C2=C1CCO2)C2=CC=C(C=C2)C(C)C)NC(=O)[C@H]2OC2